ClC1=C(C=C(C=2C([C@]3(C(=CC(C[C@H]3C)=O)OC)OC21)=O)OCCO)C2=NC(=NO2)C (2S,5'R)-7-chloro-4-(2-hydroxyethoxy)-3'-methoxy-5'-methyl-6-(3-methyl-1,2,4-oxadiazol-5-yl)spiro[benzofuran-2,4'-cyclohex-2-ene]-1',3-dione